(R)-3-phenyl-5-(1-p-tolylallyl)pyridine C1(=CC=CC=C1)C=1C=NC=C(C1)[C@H](C=C)C1=CC=C(C=C1)C